2-((3-(1-(2-hydroxyethyl)-1H-pyrazol-3-yl)-4'-(trifluoromethyl)-[1,1'-biphenyl]-4-yl)amino)-N-methylethane-1-sulfonamide OCCN1N=C(C=C1)C=1C=C(C=CC1NCCS(=O)(=O)NC)C1=CC=C(C=C1)C(F)(F)F